2-(((1r,4S)-4-(6-((2,4-dichlorobenzofuran-7-yl)methoxy)pyridin-2-yl)cyclohexyl)methyl)-1-(((S)-oxetan-2-yl)methyl)-1H-benzo[d]imidazole-6-carboxylic acid ClC=1OC2=C(C1)C(=CC=C2COC2=CC=CC(=N2)C2CCC(CC2)CC2=NC1=C(N2C[C@H]2OCC2)C=C(C=C1)C(=O)O)Cl